ClC1=CC=2N(C=C1)C(=CN2)C2=C1CNC(C1=C(C=C2)NC2=NC=C(C=C2)N2C[C@H](OCC2)CN(C)C)=O (R)-4-(7-chloroimidazo[1,2-a]pyridin-3-yl)-7-((5-(2-((dimethyl-amino)methyl)morpholino)pyridin-2-yl)amino)isoindolin-1-one